7-isobutyl-4-oxooctahydro-6H-3,6-methanopyrrolo[3,2-c]pyridine C(C(C)C)C1C2C3C(NC1CC3CN2)=O